BrC=1C(=NN(C1)C)C(=O)NC=1C=CC=C2C=C(N=CC12)C=1C=NN(C1)C 4-bromo-1-methyl-N-(3-(1-methyl-1H-pyrazol-4-yl)isoquinolin-8-yl)-1H-pyrazole-3-carboxamide